FC1=CC=C(C=C1)C1=NC(=NC=C1)N1CCC(CC1)C(=O)NC1CN2CCC1CC2 1-(4-(4-fluorophenyl)pyrimidin-2-yl)-N-(quinuclidin-3-yl)piperidine-4-carboxamide